BrC1CC[C@H]2C([C@H]2CCC1Br)(CO)CO ((1R,8S)-4,5-dibromobicyclo[6.1.0]nonane-9,9-diyl)dimethanol